BrC1=C(C=CC(=C1)C1=NN=C(N1)C)C(=O)N1CCC(CC1)OC [2-bromo-4-(5-methyl-4H-1,2,4-triazol-3-yl)phenyl]-(4-methoxypiperidin-1-yl)methanone